[N+](=O)([O-])C1=CC=C(C=C1)C1=NC(=NC=C1)NC(C1=CC(=CC(=C1)C(F)(F)F)C(F)(F)F)=O N-(4-(4-nitrophenyl)pyrimidin-2-yl)-3,5-bis(trifluoromethyl)benzamide